imino-4-methoxybenzyl cyanide N=C(C1=CC=C(C=C1)OC)C#N